ClC1=C(C=C(C=C1)N1CCNCC1)F 1-(4-chloro-3-fluoro-phenyl)piperazine